pyrrolo[3,2-b]pyridin-2-one N=1C(C=C2N=CC=CC21)=O